tert-butyl (3-(2,3-difluoro-6-(2-morpholinothiazol-4-yl)phenoxy)propyl)carbamate FC1=C(OCCCNC(OC(C)(C)C)=O)C(=CC=C1F)C=1N=C(SC1)N1CCOCC1